C(C)[C@@H]1NC2=CC=C(C=C2[C@@H](C1)NC=O)C(F)(F)F |r| racemic-cis-N-(2-ethyl-6-(trifluoromethyl)-1,2,3,4-tetrahydroquinolin-4-yl)formamide